ClC=1C=CC(=NC1)[C@@]1(OC2=C(O1)C=CC=C2C2CCN(CC2)CC2=NC1=C(N2C[C@H]2OCC2)C=CC=C1F)C 2-((4-((S)-2-(5-chloropyridin-2-yl)-2-methylbenzo[d][1,3]dioxol-4-yl)piperidin-1-yl)methyl)-4-fluoro-1-(((S)-oxetan-2-yl)methyl)-1H-benzo[d]imidazole